(2R)-2-(6-{5-chloro-2-[(1-methyl-1H-pyrazol-4-yl)amino]pyrimidin-4-yl}-1-oxo-2,3-dihydro-1H-isoindol-2-yl)-N-[(1S)-1-[6-(dimethylamino)pyridin-2-yl]-2-hydroxyethyl]propanamide ClC=1C(=NC(=NC1)NC=1C=NN(C1)C)C1=CC=C2CN(C(C2=C1)=O)[C@@H](C(=O)N[C@H](CO)C1=NC(=CC=C1)N(C)C)C